3-tert-butyl-2,5-dihydroxybenzaldehyde C(C)(C)(C)C=1C(=C(C=O)C=C(C1)O)O